3-(4-(1H-pyrazol-4-yl)phenyl)-1-(3-methoxybenzyl)-8-(pyrazolo[1,5-a]pyridine-3-carbonyl)-1,3,8-triazaspiro[4.5]decan-2-one N1N=CC(=C1)C1=CC=C(C=C1)N1C(N(C2(C1)CCN(CC2)C(=O)C=2C=NN1C2C=CC=C1)CC1=CC(=CC=C1)OC)=O